9,10-bis-(phenethyl)anthracene C(CC1=CC=CC=C1)C=1C2=CC=CC=C2C(=C2C=CC=CC12)CCC1=CC=CC=C1